4-hydroxy-5-methoxy-2-(5-methylthiophen-2-yl)isophthalonitrile OC1=C(C(=C(C#N)C=C1OC)C=1SC(=CC1)C)C#N